C(C)(C)(C)OC(=O)N1CC(CC=C1C=1C=C2COC3(C2=CC1)CC3)C 3-Methyl-6-(3'H-spiro[cyclopropane-1,1'-isobenzofuran]-5'-yl)-3,4-dihydropyridine-1(2H)-carboxylic acid tert-butyl ester